FC1(CC(CC1)CN1N=C(C(=C1C(=O)OCC)C)C(F)(F)F)F ethyl 1-((3,3-difluorocyclopentyl)methyl)-4-methyl-3-(trifluoromethyl)-1H-pyrazole-5-carboxylate